(2S,5R)-5-[4-(4-chloro-3-fluoro-phenyl)imidazol-1-yl]-N-[3-cis-(trifluoromethoxymethyl)cyclobutyl]tetrahydropyran-2-carboxamide ClC1=C(C=C(C=C1)C=1N=CN(C1)[C@@H]1CC[C@H](OC1)C(=O)NC1(CCC1)COC(F)(F)F)F